C(C1=CC=CC=C1)N1C(C(CCC1)C)=O 1-benzyl-3-methylpiperidin-2-one